1-cyclobutyl-N-((2-(6-cyclopropyl-4-(4-fluoro-2-(4-methyl-4H-1,2,4-triazol-3-yl)phenyl)pyridin-2-yl)-6,7-difluorobenzo[d]oxazol-5-yl)methyl)methylamine C1(CCC1)CNCC=1C(=C(C2=C(N=C(O2)C2=NC(=CC(=C2)C2=C(C=C(C=C2)F)C2=NN=CN2C)C2CC2)C1)F)F